4-(8-(1-propenylpyrrolidin-3-yl)quinazolin-6-yl)-2-chloro-N-(4-cyclopropylpyridin-2-yl)benzamide C(=CC)N1CC(CC1)C=1C=C(C=C2C=NC=NC12)C1=CC(=C(C(=O)NC2=NC=CC(=C2)C2CC2)C=C1)Cl